C1(CC2C(CC1)O2)CC[Si](O[Si](C)(C)C)(C)CCC2CC1C(CC2)O1 bis(3,4-epoxycyclohexylethyl)tetramethyldisiloxane